2-(4-(2-(5-amino-8-methylbenzo[f][1,7]naphthyridin-2-yl)ethyl)-3-methylphenoxy)ethyl-phosphonic acid NC1=NC2=C(C=3C=C(C=NC13)CCC1=C(C=C(OCCP(O)(O)=O)C=C1)C)C=CC(=C2)C